Cl.C1(=CC=CC2=CC=CC=C12)CC=1NCCN1 2-(1-naphthylmethyl)-4,5-dihydro-1H-imidazole hydrochloride